BrC=1C=C(C(=NC1)NC1=CC=C(C=C1)CN1CCC(CC1)NC([O-])=O)[N+](=O)[O-] [1-[[4-[(5-bromo-3-nitro-2-pyridyl)amino]phenyl]methyl]-4-piperidyl]carbamate